C1(=CC(=CC=2C(=CC=CC12)S(=O)(=O)[O-])S(=O)(=O)[O-])S(=O)(=O)[O-].[Na+].[Na+].[Na+] sodium 1,3,5-naphthalenetrisulphonate